4-methyl-N4-(3-methyl-1H-indazol-6-yl)-2,4-pyrimidinediamine CC1(NC(=NC=C1)N)NC1=CC=C2C(=NNC2=C1)C